(6-(aminomethyl)pyridin-2-yl)-N,N-Dimethylazetidin-3-amine NCC1=CC=CC(=N1)N1CC(C1)N(C)C